2,4,6-triethylphenyl-1,10-phenanthroline cobalt dichloride [Co](Cl)Cl.C(C)C1=C(C(=CC(=C1)CC)CC)C1=NC2=C3N=CC=CC3=CC=C2C=C1